(6-((5-bromo-2-((5-chloro-2-methoxy-4-(4-(4-methylpiperazin-1-yl)piperidin-1-yl)phenyl)amino)pyrimidin-4-yl)amino)-2,3-dihydrobenzofuran-5-yl)dimethylphosphine BrC=1C(=NC(=NC1)NC1=C(C=C(C(=C1)Cl)N1CCC(CC1)N1CCN(CC1)C)OC)NC1=CC2=C(CCO2)C=C1P(C)C